(2-(2,6-dibenzhydryl-4-methylphenyl)-5-mesityl-2,3-dihydroimidazo[1,5-a]pyridin-3-yl)copper(I) chloride C(C1=CC=CC=C1)(C1=CC=CC=C1)C1=C(C(=CC(=C1)C)C(C1=CC=CC=C1)C1=CC=CC=C1)N1C(N2C(C=CC=C2C2=C(C=C(C=C2C)C)C)=C1)[Cu-]Cl